3-methyl-1,5-pentanediol di-pivalate C(C(C)(C)C)(=O)OCCC(CCOC(C(C)(C)C)=O)C